COC([C@@H](N(C([C@@H](NCCCC1=CC(=C(C=C1)OC)O)CC(O)=O)=O)C1=CC=CC=C1)C)=O N-[N-[3-(3-hydroxy-4-methoxyphenyl)propyl]-L-α-aspartyl]-phenylalanine 1-methyl ester